FC(C(OC(C(F)(F)F)(F)F)(F)F)(S(=O)(=O)O)F Perfluoro-2-ethoxyethanesulfonic acid